ClC=1C=C(C=CC1Cl)C1CCC(C2=CC=CC=C12)=O 4-(3,4-dichlorophenyl)-3,4-dihydronaphthalen-1(2H)-one